BrC1=CC(=C(C=C1)C=1N=NN(C1)C1=NC(=NC=C1)N1C[C@H](OCC1)C)N1CCC2(CC2)CC1 (R)-4-(4-(4-(4-bromo-2-(6-azaspiro[2.5]oct-6-yl)phenyl)-1H-1,2,3-triazol-1-yl)pyrimidin-2-yl)-2-methylmorpholine